OC1=C2C(OC(C2=CC(=C1)O)=O)=O 4,6-dihydroxyisobenzofuran-1,3-dione